CC1=CN(C2=NC=CC(=C21)N2C=NC(=C2)C2=CC=CC=C2)COCC[Si](C)(C)C 3-methyl-4-(4-phenyl-1H-imidazol-1-yl)-1-{(2-(trimethylsilyl)ethoxy)methyl}-1H-pyrrolo[2,3-b]pyridine